FC1=C(C=CC=C1)C1=NC(=CC=C1)C1=C(C=CC=C1)F 2,6-bis(2-fluorophenyl)pyridine